nitrogen ((S)-1-amino-1-oxobutyl-2-yl)-3-(hydroxymethyl)-2-tosyl-hexanamide NC(C(CC)=C(C(C(C(=O)N)S(=O)(=O)C1=CC=C(C)C=C1)CO)CC)=O.[N]